N1=CC(=CC(=C1)C(=O)OCCOCCOC(=O)N(CC=1SC=CC1)CC=1SC=CC1)C(=O)OCCOCCOC(=O)N(CC=1SC=CC1)CC=1SC=CC1 bis(2-{bis(2-thienylmethyl)aminocarbonyloxyethoxy} ethyl) 3,5-pyridinedicarboxylate